C=CCC(C=CC)OC1=CC=C(C=C1)CCC(C)=O 4-(4-(hept-1,5-dien-4-yloxy)phenyl)butan-2-one